1,1'-carboxymethylsulfonyl-diimidazole C(=O)(O)CC=1N(C=CN1)S(=O)(=O)N1C=NC=C1